C(C)OC(=O)C=1C(=NN(C1)C1=NC=CC(=C1)Br)C 1-(4-bromopyridin-2-yl)-3-methyl-1H-pyrazole-4-carboxylic acid ethyl ester